(R)-3-methyl-3-(2-oxo-5-phenyl-5,6-dihydro-2H-1,4-oxazin-3-yl)butanoic acid tert-butyl ester C(C)(C)(C)OC(CC(C)(C=1C(OC[C@H](N1)C1=CC=CC=C1)=O)C)=O